C(C)O/C=C/C=1C=NC(=NC1)NC=1SC(=CN1)C1=NC(=NC=C1)OC1CCC2(CC2)CC1 5-[(E)-2-ethoxyethenyl]-N-[5-(2-{spiro[2.5]octan-6-yloxy}pyrimidin-4-yl)-1,3-thiazol-2-yl]pyrimidin-2-amine